O1CCN(CC1)C=1C=CC(=NC1)C=O 5-morpholinopyridine-2-carbaldehyde